CN1C([C@@]2(N(C(C[C@@H]2C2=CC=CC=C2)=O)CC(F)(F)F)C2=CC=CC=C12)=O (3S,3'R)-1-methyl-3'-phenyl-1'-(2,2,2-trifluoroethyl)spiro[indoline-3,2'-pyrrolidine]-2,5'-dione